C(C)N1C[C@@H](CCC1)NC1=NN=C(C=2N1N=C(C2)C)C2=C(C=C(C=C2)OC(F)(F)F)O 2-(7-{[(3R)-1-ethylpiperidin-3-yl]amino}-2-methylpyrazolo[1,5-d][1,2,4]triazin-4-yl)-5-(trifluoromethoxy)phenol